3-(Cyclopropylsulfonyl)-4-((1-(methylsulfonyl)piperidin-4-yl)methoxy)benzoic acid methyl ester COC(C1=CC(=C(C=C1)OCC1CCN(CC1)S(=O)(=O)C)S(=O)(=O)C1CC1)=O